C(C1=CC=CC=C1)N1N=C(C=CC1=O)C(=O)NC1=CC(=CC=C1)S(NC1=C(C=CC=C1)OC)(=O)=O 1-benzyl-N-(3-(N-(2-methoxyphenyl)sulfamoyl)phenyl)-6-oxo-1,6-dihydropyridazine-3-carboxamide